tert-butyl N-[4-[(2-amino-3-nitro-4-pyridyl)oxy]-2,3-difluoro-phenyl]carbamate NC1=NC=CC(=C1[N+](=O)[O-])OC1=C(C(=C(C=C1)NC(OC(C)(C)C)=O)F)F